1,3-bis(3-(3-aminophenoxy)phenoxy)benzene NC=1C=C(OC=2C=C(OC3=CC(=CC=C3)OC3=CC(=CC=C3)OC3=CC(=CC=C3)N)C=CC2)C=CC1